ClC1=NC=C(C(=N1)NC1=CC=C(C=C1)N)F N-(2-chloro-5-fluoropyrimidin-4-yl)benzene-1,4-diamine